acryloyloxyheptyl-tribromosilane C(C=C)(=O)OCCCCCCC[Si](Br)(Br)Br